2-[2-(3-isoquinolinyl-methylcarbamoyl)indan-2-yl]acetic acid C1=NC(=CC2=CC=CC=C12)N(C(=O)C1(CC2=CC=CC=C2C1)CC(=O)O)C